methyl 3-(N-(4-chloro-2-(pyridin-2-yl)-5-(tetrazol-1-yl)phenyl)sulfamoyl)-4-cyclopropylbenzoate ClC1=CC(=C(C=C1N1N=NN=C1)NS(=O)(=O)C=1C=C(C(=O)OC)C=CC1C1CC1)C1=NC=CC=C1